2-[(2S)-2-aminopropyl]-5-chloro-N-[(furan-2-yl)methyl]-3-methylthieno[3,2-b]pyridin N[C@H](CC1C(=C2N(C(=CC=C2S1)Cl)CC=1OC=CC1)C)C